5-bromo-2,2-dimethyl-1,3-dihydroindole BrC=1C=C2CC(NC2=CC1)(C)C